FC(S(=O)(=O)OC1=CC(=CC2=CC=C(C(=C12)Cl)F)O[Si](C(C)C)(C(C)C)C(C)C)(F)F (8-chloro-7-fluoro-3-triisopropylsilyloxy-1-naphthyl) trifluoromethanesulfonate